(S)-7-Ethyl-N-(1-(5-(2-methoxychinolin-3-yl)-1H-imidazol-2-yl)-7-oxononyl)-7-azaspiro[3.5]nonan-2-carboxamid C(C)N1CCC2(CC(C2)C(=O)N[C@@H](CCCCCC(CC)=O)C=2NC(=CN2)C=2C(=NC3=CC=CC=C3C2)OC)CC1